ClC1=CC=C2C(=C(N(C2=C1C=1C(=NN(C1C)C)C)CCCCCNC)C(=O)OC(C)(C)C)CCCOC1=CC=CC2=CC(=CC=C12)F tert-butyl 6-chloro-3-(3-((6-fluoronaphthalen-1-yl)oxy)propyl)-1-(5-(methylamino)pentyl)-7-(1,3,5-trimethyl-1H-pyrazol-4-yl)-1H-indole-2-carboxylate